2-methylamino-1,3-dichloropropane CNC(CCl)CCl